ClC=1C=CC(=C(C1)NCC=1N(C2=CC=CC=C2C1)S(=O)(=O)C1=CC=CC=C1)OC (R)-(5-chloro-2-methoxyphenyl)(1-(benzenesulfonyl)-1H-indol-2-yl)methylamine